N-(2'-Methoxy-[4,4'-bipyridin]-2-yl)-N-((5-(3-(pyrrolidin-1-yl)phenyl)pyridin-2-yl)methyl)tetrahydro-2H-pyran-4-carboxamide COC1=NC=CC(=C1)C1=CC(=NC=C1)N(C(=O)C1CCOCC1)CC1=NC=C(C=C1)C1=CC(=CC=C1)N1CCCC1